palladium di-tert-butyl(2',4',6'-triisopropyl-3,6-dimethoxy[biphenyl]-2-yl)phosphine C(C)(C)(C)P(C1=C(C(=CC=C1OC)OC)C1=C(C=C(C=C1C(C)C)C(C)C)C(C)C)C(C)(C)C.[Pd]